The molecule is a steroid sulfate that is 5alpha-cholestane substituted by hydroxy groups at positions 5 and 6, a bridged oxolane at positions 8 and 19 pand a sulfate group at position 3. It has a role as an antifungal agent, a metabolite and an antineoplastic agent. It is a bridged compound, a steroid sulfate, a cyclic ether, an organic heteropentacyclic compound, a diol, a 5alpha-hydroxy steroid and a 6beta-hydroxy steroid. It is a conjugate acid of a eurysterol A(1-). It derives from a hydride of a 5alpha-cholestane. C[C@H](CCCC(C)C)[C@H]1CC[C@@H]2[C@@]1(CC[C@H]3[C@@]24C[C@H]([C@@]5([C@@]3(CC[C@@H](C5)OS(=O)(=O)O)CO4)O)O)C